(pyrrolidin-1-yl)-6,7-dihydro-1H,5H-pyrazolo[1,2-a]pyrazol-1-one N1(CCCC1)C1=CN2N(CCC2)C1=O